tert-butyl (2S)-4-(2-(cyanomethyl)-4-methyl-5-oxo-4,5-dihydropyrazolo[1,5-a]pyrimidin-7-yl)-2-methylpiperidine-1-carboxylate C(#N)CC1=NN2C(N(C(C=C2C2C[C@@H](N(CC2)C(=O)OC(C)(C)C)C)=O)C)=C1